ClC=1C=NC=C(C1CSC=1N=C(C2=C(N1)CCC2)OCOC([C@@H](CCCC(=O)O)C)=O)Cl |r| (±)-6-(((2-(((3,5-dichloropyridin-4-yl)methyl)thio)-6,7-dihydro-5H-cyclopenta[d]pyrimidin-4-yl)oxy)methoxy)-5-methyl-6-oxohexanoic acid